2',3'-dihydro-1H-spiro[cyclopropane-1,4'-[2,6]naphthyridine]-1'-one C1(NCC2(C3=CN=CC=C13)CC2)=O